FC1=CC=C(CSC2=NC=3C(N(C=CC3)C(C(=O)O)CC)=N2)C=C1 2-(2-((4-fluorobenzyl)thio)-4H-imidazo[4,5-b]pyridin-4-yl)butyric acid